4-(trifluoromethoxy)benzyl mercaptan FC(OC1=CC=C(CS)C=C1)(F)F